C(CCCCCCCCCC)[N+]1(C=NCC1)CCO undecylhydroxyethyl-imidazolinium